4-((2-methoxy-3-(1-(1-methylazetidin-3-yl)-1H-1,2,4-triazol-3-yl)phenyl)amino)-N-methylpyridazine-3-carboxamide COC1=C(C=CC=C1C1=NN(C=N1)C1CN(C1)C)NC1=C(N=NC=C1)C(=O)NC